C(C1=CC=CC=C1)OC1=NC(=CC=C1C=1OC2=C(N1)C=C(C=C2)C(=O)OC)OCC2=CC=CC=C2 methyl 2-(2,6-bis(benzyloxy)pyridin-3-yl)benzo[d]oxazole-5-carboxylate